Aziridine thiocarbonate C(O)(O)=S.N1CC1